BrC1=C(C(=CC=C1)Cl)NC(=O)C=1C(=NC(=NC1)NC=1C=NN(C1)C(CN(C)C)C)OCC N-(2-bromo-6-chlorophenyl)-2-((1-(1-(dimethylamino)propan-2-yl)-1H-pyrazol-4-yl)amino)-4-ethoxypyrimidine-5-carboxamide